CC(C(=O)OC=1C(=NN(C(C1C1=C(C(=CC=C1F)Cl)\C=C\C=1C=NC(=CC1)C(F)(F)F)=O)C)C)C [5-[3-chloro-6-fluoro-2-[(E)-2-[6-(trifluoromethyl)-3-pyridyl]vinyl]phenyl]-1,3-dimethyl-6-oxo-pyridazin-4-yl] 2-methylpropanoate